6-Acetyl-5-methylpyrido[2,3-d]pyrimidin-7(8H)-one C(C)(=O)C1=C(C2=C(N=CN=C2)NC1=O)C